O1CCN(CC1)C1=NC=NC2=CC(=CC=C12)B(O)O (4-morpholinoquinazolin-7-yl)boronic acid